COC1=C(C=C(C=N1)N1N=C(C2=C1CCOCC2)C2=CC(=NC=C2)[C@H](C)N2C[C@@H](N([C@@H](C2)C)C)C)C 1-(6-methoxy-5-methylpyridin-3-yl)-3-(2-((S)-1-((3S,5R)-3,4,5-trimethylpiperazin-1-yl)ethyl)pyridin-4-yl)-4,5,7,8-tetrahydro-1H-oxepino[4,5-c]pyrazole